3-(3,3-dimethoxypropoxy)aniline COC(CCOC=1C=C(N)C=CC1)OC